C(C=C)(=O)N1C[C@@H](N(C[C@H]1C)S(=O)(=O)C)C1=CC(=NC(=C1)Cl)C1=CC(=NC=N1)C(=O)NC 6-(4-((2S,5R)-4-acryloyl-5-methyl-1-(methylsulfonyl)piperazin-2-yl)-6-chloropyridin-2-yl)-N-methylpyrimidine-4-carboxamide